3-(6-fluoropyridin-3-yl)-6-(methyl(2-(methylamino)ethyl)amino)-2-(4-(4-methyl-4H-1,2,4-triazol-3-yl)piperidin-1-yl)benzonitrile FC1=CC=C(C=N1)C=1C(=C(C#N)C(=CC1)N(CCNC)C)N1CCC(CC1)C1=NN=CN1C